CC12CC(C1)(C2)C(=O)O 3-methyl-bicyclo[1.1.1]pentane-1-carboxylic acid